N-(1-(4-chlorophenyl)-2,2,2-trifluoroethyl)imidazo[1,2-a]pyrimidine-3-sulfonamide ClC1=CC=C(C=C1)C(C(F)(F)F)NS(=O)(=O)C1=CN=C2N1C=CC=N2